C(N)(=O)C1=CN=C(C2=C1NC=1CCCCC21)C2=C1CCN(CC1=CC=C2)C(=O)OC(C)(C)C tert-butyl 5-(4-carbamoyl-6,7,8,9-tetrahydro-5H-pyrido[4,3-b]indol-1-yl)-3,4-dihydro-1H-isoquinoline-2-carboxylate